COC1=CC=C(C=C1)OC(C1=CC=C(C=C1)OCCCCCCOC(C=C)=O)=O 4-[[6-[(1-oxo-2-propenyl)oxy]hexyl]oxy]benzoic acid 4-methoxyphenyl ester